1-isopentyl-4-(methoxymethylene)cyclohexane C(CC(C)C)C1CCC(CC1)=COC